C(C1=CC=CC=C1)OCCOCC=1N=C(SC1)N(CC1=CC(=CC=C1)OC)CC1=CC(=CC=C1)OC 4-((2-(benzyloxy)ethoxy)methyl)-N,N-bis(3-methoxybenzyl)thiazol-2-amine